FC1=CC(=C(CNC(=O)C2C=3C=CC=NC3C(CC2)O)C=C1)C(F)(F)F N-(4-Fluoro-2-(trifluoromethyl)benzyl)-8-hydroxy-5,6,7,8-tetrahydrochinolin-5-carboxamid